C(C1=CC=CC=C1)(=O)N1CCN(C2=CC=CC=C12)C(=O)NCC1CCN(CC1)C(=O)[O-] 4-((4-benzoyl-1,2,3,4-tetrahydroquinoxaline-1-carboxamido)methyl)piperidine-1-carboxylate